C(CC)(=O)OC1=CC=C(C=C1)C(C)C(CC)O [4-(3-hydroxy-2-pentyl) phenyl] propionate